FC=1C=C(CN2[C@@H](CCC2)C(=O)O)C=CC1 (3-fluoro-benzyl)-proline